(2S,4R)-N-[3-(4-acetylpiperazin-1-yl)cyclobutyl]-1-[(2S)-2-(4-cyclopropyltriazol-1-yl)-3,3-dimethyl-butanoyl]-4-hydroxy-pyrrolidine-2-carboxamide C(C)(=O)N1CCN(CC1)C1CC(C1)NC(=O)[C@H]1N(C[C@@H](C1)O)C([C@H](C(C)(C)C)N1N=NC(=C1)C1CC1)=O